O=C1N(CCC1)[C@@H]1C(=NN(C1)C(=O)N[C@H](C)C1=CC2=C(C=C1)OCO2)C2=CC=C(C=C2)C (S)-4-(2-oxopyrrolidin-1-yl)-3-(4-methylphenyl)-N-((R)-1-(3,4-(methylenedioxy)phenyl)ethyl)-4,5-dihydro-1H-pyrazole-1-carboxamide